N=1C(=NN2C1C=CC=C2)C2=C1C=C(N=CC1=C(N=C2)NC2CC2)NC(=O)C2CC2 N-(5-([1,2,4]triazolo[1,5-a]pyridin-2-yl)-8-(cyclopropylamino)-2,7-naphthyridin-3-yl)cyclopropanecarboxamide